COC1=CC=C(CN(S(=O)(=O)C2=NN(C(=C2)CN(C)C)CCCCCOC2=NC=CC(=C2)C2=C(C(=CC=C2)C(C)C)CC(=O)O)CC2=CC=C(C=C2)OC)C=C1 2-(2-(2-((5-(3-(N,N-bis(4-methoxybenzyl)sulfamoyl)-5-((dimethyl-amino)methyl)-1H-pyrazol-1-yl)pentyl)oxy)pyridin-4-yl)-6-isopropylphenyl)acetic acid